Ethyl 4-(4-benzyloxy-3-chloro-phenyl)-2,4-dioxo-3-(triphenyl-λ5-phosphanylidene)-butyrate C(C1=CC=CC=C1)OC1=C(C=C(C=C1)C(C(C(C(=O)OCC)=O)=P(C1=CC=CC=C1)(C1=CC=CC=C1)C1=CC=CC=C1)=O)Cl